(S)-1-(5-(2-amino-8-methyl-8H-imidazo[4',5':3,4]benzo[1,2-d]thiazol-5-yl)-4-methylpyridin-2-yl)propan-1-ol NC=1SC2=C(N1)C=C(C1=C2N(C=N1)C)C=1C(=CC(=NC1)[C@H](CC)O)C